2-fluoro-N-{1-[(2S)-2-hydroxypropyl]-3-(2-isopropylphenyl)-6-oxo-1,6-dihydro-4-pyridazinyl}-5-(trifluoromethoxy)benzamide FC1=C(C(=O)NC=2C(=NN(C(C2)=O)C[C@H](C)O)C2=C(C=CC=C2)C(C)C)C=C(C=C1)OC(F)(F)F